FC(CCC)(C(C(C(CCC)(F)F)(F)F)(F)F)F 4,4,5,5,6,6,7,7-octafluorodecane